Isopropyl-2-cyanoacrylate C(C)(C)OC(C(=C)C#N)=O